C(C)OC1=C(C=C(C=N1)C1=NC(=C(C(=C1)N(C)CC1(CCCCC1)COC)[N+](=O)[O-])N)C(F)(F)F 6'-Ethoxy-N4-{[1-(methoxymethyl)cyclohexyl]methyl}-N4-methyl-5-nitro-5'-(trifluoromethyl)[2,3'-bipyridine]-4,6-diamine